tert-butyl ((1S,3S)-3-((6-(ethylthio)-1,2,4-triazin-3-yl)amino)cyclopentyl)carbamate C(C)SC1=CN=C(N=N1)N[C@@H]1C[C@H](CC1)NC(OC(C)(C)C)=O